5-(2,4-difluorophenyl)-2,3-dimethyl-7-(2-(2-oxo-1,2-dihydropyridin-4-yl)morpholino)pyrido[4,3-d]pyrimidin-4(3H)-one FC1=C(C=CC(=C1)F)C1=NC(=CC=2N=C(N(C(C21)=O)C)C)N2CC(OCC2)C2=CC(NC=C2)=O